((S)-2-(2-hydroxyphenyl)-5,6,6a,7,9,10-hexahydro-8H-pyrazino[1',2':4,5]pyrazino[2,3-c]pyridazin-8-yl)((S)-2-methyl-piperazin-1-yl)methanone OC1=C(C=CC=C1)C=1C=C2C(=NN1)NC[C@@H]1N2CCN(C1)C(=O)N1[C@H](CNCC1)C